OC(C(=O)NN)C1=CN=CS1 2-Hydroxy-2-(thiazol-5-yl)acetohydrazide